4-(3-(trifluoromethyl)piperidin-1-yl)aniline FC(C1CN(CCC1)C1=CC=C(N)C=C1)(F)F